(R)-N-(2-(6-(2,5-difluorophenyl)-4-((3-(trifluoromethyl)-phenyl)sulfonyl)-3,4-dihydro-2H-benzo[b][1,4]oxazin-2-yl)ethyl)acetamide FC1=C(C=C(C=C1)F)C1=CC2=C(O[C@@H](CN2S(=O)(=O)C2=CC(=CC=C2)C(F)(F)F)CCNC(C)=O)C=C1